2-(2,4-Dichloro-phenyl)-5-methyl-1-[4-(5-nitrooxy-pent-1-ynyl)-phenyl]-1H-imidazole-4-carboxylic acid piperidin-1-ylamide N1(CCCCC1)NC(=O)C=1N=C(N(C1C)C1=CC=C(C=C1)C#CCCCO[N+](=O)[O-])C1=C(C=C(C=C1)Cl)Cl